4-(6-chloro-2-fluoroimidazo[1,2-a]pyridin-8-yl)morpholine ClC=1C=C(C=2N(C1)C=C(N2)F)N2CCOCC2